Cl.FC=1C(=NC(=NC1)NC1=NC=C(C=C1)N1CCNCC1)C=1C=C2C(=CC(=NC2=C(C1)F)C)C(C)C 5-Fluoro-4-(8-fluoro-4-isopropyl-2-methylquinolin-6-yl)-N-(5-(piperazin-1-yl)pyridin-2-yl)pyrimidin-2-amine hydrochloride